octoxymethyl 3-butynyl ether C(CC#C)OCOCCCCCCCC